ClC1=C(C=C2C(=N1)N=C(O2)N2CCOCC2)C(=O)NC2=NC(=CC=C2)C=2C=NN(C2)C 5-chloro-N-(6-(1-methyl-1H-pyrazol-4-yl)pyridin-2-yl)-2-morpholinooxazolo[4,5-b]pyridine-6-carboxamide